[N+](=O)([O-])C1=C(C(=O)C=2C(=NN(C2OS(=O)(=O)C2=CC=C(C=C2)[N+](=O)[O-])C)C)C=C(C=C1)Cl 4-(2-nitro-5-chlorobenzoyl)-1,3-dimethyl-1H-pyrazol-5-yl-4-nitrobenzenesulfonate